(2S,4R)-4-(cyclopentyloxy)-1-(9H-fluoren-9-ylmethoxycarbonyl)pyrrolidine-2-carboxylic acid C1(CCCC1)O[C@@H]1C[C@H](N(C1)C(=O)OCC1C2=CC=CC=C2C=2C=CC=CC12)C(=O)O